C(C)(C)(C)OC(=O)N1C(CCCC1)OC1=CC=CC=2N(C(N(C21)C)=O)C2C(N(C(CC2)=O)CC2=CC=C(C=C2)OC)=O [1-[1-[(4-methoxyphenyl)methyl]-2,6-dioxo-3-piperidinyl]-3-methyl-2-oxo-benzoimidazol-4-yl]oxypiperidine-1-carboxylic acid tert-butyl ester